CC1=CN=C2N1C=CN=C2NCC3=CC=NC=C3 3-methyl-N-(pyridin-4-ylmethyl)imidazo[1,2-a]pyrazin-8-amine